OCCC1=C(N=C(S1)N1N=C(C=C1C(=O)O)C)C1=CC=C(C=C1)C(F)(F)F 1-(5-(2-Hydroxyethyl)-4-(4-(Trifluoromethyl)Phenyl)Thiazol-2-yl)-3-Methyl-1h-Pyrazole-5-Carboxylic Acid